3-chloro-2-(8-chloro-5-((2-(2-(2-(2-hydroxy-ethoxy)ethoxy)ethoxy)ethyl)amino)-2-methyl-4-oxo-1,6-naphthyridin-1(4H)-yl)benzonitrile ClC=1C(=C(C#N)C=CC1)N1C(=CC(C2=C(N=CC(=C12)Cl)NCCOCCOCCOCCO)=O)C